5'-(difluoromethyl)-2'-methoxy-5-methyl-1,1'-biphenyl-2-carboxylic acid FC(C=1C=CC(=C(C1)C=1C(=CC=C(C1)C)C(=O)O)OC)F